3-[(E)-6-Bromohex-2-enyl]-6,6,9-trimethyl-6a,7,10,10a-tetrahydrobenzo[c]chromen-1-ol BrCCC/C=C/CC=1C=C(C=2C3C(C(OC2C1)(C)C)CC=C(C3)C)O